O1C(C1)C=CCO 3-oxiranyl-2-Propen-1-ol